2-(8-cyclopentyl-2-((1-(methylsulfonyl)piperidin-4-yl)amino)-7-oxo-7,8-dihydropyrido[2,3-d]Pyrimidin-6-yl)acetic acid ethyl ester C(C)OC(CC1=CC2=C(N=C(N=C2)NC2CCN(CC2)S(=O)(=O)C)N(C1=O)C1CCCC1)=O